FC1(C(N(C(C(O1)(F)F)(F)F)CC(F)(F)F)(F)F)F 2,2,3,3,5,5,6,6-octafluoro-4-(2,2,2-trifluoroethyl)morpholine